[Ni].N[S] amino-sulfur nickel